O1C(COCC1)COC1=CC(=C(C(=N1)C#CC1=CC=C(OCCN2C(C3=CC=CC=C3C2=O)=O)C=C1)CC)OCC1=CC=CC=C1 2-(2-(4-((6-((1,4-Dioxan-2-yl)methoxy)-4-(benzyloxy)-3-ethylpyridin-2-yl)ethynyl)phenoxy)ethyl)isoindoline-1,3-dione